C1N(CCC2=CC=CC=C12)C(=O)C1=NOC(=N1)C1=C(C(=C(C(=C1)F)F)O)F (3,4-Dihydroisoquinolin-2(1H)-yl)(5-(2,4,5-trifluoro-3-hydroxyphenyl)-1,2,4-oxadiazol-3-yl)methanone